N1(CCC12CCC2)C=2OC1=C(N2)C=C(C=C1)NC(=O)C=1C=C2CCCOC2=CC1 chroman-6-carboxylic acid [2-(1-aza-spiro[3.3]hept-1-yl)-benzooxazol-5-yl]-amide